NC=1C(=C(C(=CC1)Cl)C1=C(C(=CC=C1)C)C(F)(F)F)F 3-amino-6-chloro-2-fluoro-3'-methyl-2'-(trifluoromethyl)-[1,1'-biphenyl]